COC(C(CCN1C(N(C2=C1C=C(C=C2)NC2=C(C(=NC=C2)Cl)C#N)C)=O)OC)=O 4-[6-[(2-chloro-3-cyano-4-pyridinyl)amino]-3-methyl-2-oxo-benzoimidazol-1-yl]-2-methoxy-butyric acid methyl ester